O=S1(CCNCC1)=O 1,1-dioxothiomorpholine